NC1=C(C=C(C=C1)C1=NN(C2=NC=NC(=C21)N)C2COCC2)F 3-(4-amino-3-fluorophenyl)-1-(tetrahydrofuran-3-yl)-1H-pyrazolo[3,4-d]pyrimidin-4-amine